1,2-diformylhexahydropyridazine C(=O)N1N(CCCC1)C=O